methyl 5-[3-(tert-butoxycarbonylamino) cyclobutoxy]pyridine-2-carboxylate C(C)(C)(C)OC(=O)NC1CC(C1)OC=1C=CC(=NC1)C(=O)OC